FC(C(=O)O)(F)F.N(C(=N)N)C=1C=C(C(=O)OC)C=CC1C methyl 3-guanidino-4-methylbenzoate trifluoroacetate salt